COC=1C=C(C=CC1B1OC(C(O1)(C)C)(C)C)NC(OC(C)(C)C)=O tertbutyl (3-methoxy-4-(4,4,5,5-tetramethyl-1,3,2-dioxaborolan-2-yl) phenyl)carbamate